2-[(tert-butyl-diphenylsilanyloxy)methyl]propanamide [Si](C1=CC=CC=C1)(C1=CC=CC=C1)(C(C)(C)C)OCC(C(=O)N)C